C(C1=CC=C(C(=O)O)C=C1)(=O)O.C=1(C(=CC=CC1)C=1C(=CC=CC1)O)O biphenol terephthalate